(R)-2-amino-N-((R)-2-(benzyloxy)-1-((3aS,4S,6S,7aR)-3a,5,5-trimethylhexahydro-4,6-methanobenzo[d][1,3,2]dioxaborol-2-yl)ethyl)pentanamide hydrochloride Cl.N[C@@H](C(=O)N[C@@H](COCC1=CC=CC=C1)B1O[C@@]2([C@H](O1)C[C@H]1C([C@@H]2C1)(C)C)C)CCC